(R)-1-(2-methyl-3-(methylsulfonyl)phenyl)ethan-1-amine CC1=C(C=CC=C1S(=O)(=O)C)[C@@H](C)N